[Si](C1=CC=CC=C1)(C1=CC=CC=C1)(C(C)(C)C)OC=1C(=C(C=O)C(=CC1)OC([2H])([2H])[2H])F 3-((tert-butyldiphenylsilyl)oxy)-2-fluoro-6-(methoxy-d3)benzaldehyde